4-[3-(4-chlorophenyl)-4,5-dihydro-1H-pyrazol-1-yl]benzenesulfonamide ClC1=CC=C(C=C1)C1=NN(CC1)C1=CC=C(C=C1)S(=O)(=O)N